3-chloro-N-((5-(5-(difluoromethyl)-1,3,4-oxadiazol-2-yl)thiazol-2-yl)methyl)-N-methylaniline ClC=1C=C(N(C)CC=2SC(=CN2)C=2OC(=NN2)C(F)F)C=CC1